2-(4-(5-chloro-2-propionylphenyl)-5-methoxy-2-oxopyridin-1(2H)-yl)-3-phenylpropionic acid ClC=1C=CC(=C(C1)C1=CC(N(C=C1OC)C(C(=O)O)CC1=CC=CC=C1)=O)C(CC)=O